5-aminonaphthalene-1,3-disulfonic acid NC1=C2C=C(C=C(C2=CC=C1)S(=O)(=O)O)S(=O)(=O)O